5-(1-hydroxyethyl)benzene-1,2,3-triol OC(C)C=1C=C(C(=C(C1)O)O)O